C(C1=CC=CC=C1)OC1=C(C=C(C=C1OC)C1=C(C=CC=2N(C(N(C21)C)=O)CC(=O)NC2=CC=C(C=C2)F)F)F 2-(4-(4-(benzyloxy)-3-fluoro-5-methoxyphenyl)-5-fluoro-3-methyl-2-oxo-2,3-dihydro-1H-benzo[d]imidazol-1-yl)-N-(4-fluorophenyl)acetamide